ClC1=NC(=NC(=N1)Cl)NC=1C(=C(C=CC1)C1=C2C(=C(NC2=C(C=C1)C(=O)N)C)C)C 4-(3-((4,6-dichloro-1,3,5-triazin-2-yl)amino)-2-methylphenyl)-2,3-dimethyl-1H-indole-7-carboxamide